ethenyl-(4-diphenylaminobenzene) C(=C)C1=CC=C(C=C1)N(C1=CC=CC=C1)C1=CC=CC=C1